C(C)OC(=O)C1=C(N(C2=CC=C(C(=C12)CN1CCCCC1)O)C1=CC(=CC=C1)OC)C 5-hydroxy-1-(3-methoxyphenyl)-2-methyl-4-(piperidin-1-ylmethyl)-1H-indole-3-carboxylic acid ethyl ester